5-methyl-1-((3-methyloxetan-3-yl)methyl)-4-nitro-1H-pyrazol-3-ol CC1=C(C(=NN1CC1(COC1)C)O)[N+](=O)[O-]